C(C)(C)(C)OC(NC1=C(OC(=C1)C(C)C)C(C)C)=O [2,5-bis(propan-2-yl)furan-3-yl]carbamic acid tert-butyl ester